3,6-dimethyl-6-n-propyl-1,3-cyclohexadiene CC=1C=CC(CC1)(CCC)C